2-(5-(3-(trifluoromethyl)phenyl)isoxazol-3-yl)aniline isobutyl-chloroformate C(C(C)C)OC(=O)Cl.FC(C=1C=C(C=CC1)C1=CC(=NO1)C1=C(N)C=CC=C1)(F)F